ClC=1C=C2C(=CC(=NC2=CC1)C(F)(F)F)N[C@@H]1C[C@@H](CCC1)NC(=O)C=1C=CC=2N(C1)N=CN2 N-[(1R,3S)-3-{[6-chloro-2-(trifluoromethyl)quinolin-4-yl]amino}cyclohexyl]-[1,2,4]triazolo[1,5-a]pyridine-6-carboxamide